Tritolylamine CC1=CC=CC=C1N(C2=CC=CC=C2C)C3=CC=CC=C3C